2,4-dimethyl-5-acetyl-thiazole CC=1SC(=C(N1)C)C(C)=O